ClC=1C(=C(C(=CC1N1CC(CC1)([C@@H]1NC(CC1)(C)C)OC)F)S(=O)(=O)N(C1=NC(=CC=C1)F)CC1=C(C=C(C=C1)OC)OC)F 3-chloro-N-[(2,4-dimethoxyphenyl)methyl]-2,6-difluoro-N-(6-fluoro-2-pyridyl)-4-[3-methoxy-3-[(2R)-5,5-dimethylpyrrolidin-2-yl]pyrrolidin-1-yl]benzenesulfonamide